tri-ethyl borate B(OCC)(OCC)OCC